5-bromo-2-(1H-pyrazol-1-yl)pyrimidine BrC=1C=NC(=NC1)N1N=CC=C1